O=C1NC(CCC1N1CC2=CC=CC(=C2C1)NCCOCCCO)=O 2-(2,6-dioxopiperidin-3-yl)-4-((2-(3-hydroxypropoxy)ethyl)amino)isoindoline